(S)-3-cyanopyrrolidine hydrochloride Cl.C(#N)[C@@H]1CNCC1